N-[3-[2-(difluoromethoxy)-5-(oxetan-3-ylsulfanyl)phenyl]-1-[2-[4-(2,2-difluoropropylamino)-1-piperidyl]-2-oxo-ethyl]pyrazol-4-yl]pyrazolo[1,5-a]pyrimidine-3-carboxamide FC(OC1=C(C=C(C=C1)SC1COC1)C1=NN(C=C1NC(=O)C=1C=NN2C1N=CC=C2)CC(=O)N2CCC(CC2)NCC(C)(F)F)F